OC1=C(C=CC(=C1)O)C1=NC(=NC=N1)C1=CC=C(C=C1)OC 6-(2,4-dihydroxyphenyl)-4-(4-methoxyphenyl)-[1,3,5]triazine